FC1=C(C=CC(=C1F)OC[C@H]1OCCC1)NC=1C2=C(N=CN1)C=CC(=N2)O[C@@H]2CN(CC2)C(C=C)=O 1-((S)-3-((4-((2,3-difluoro-4-(((S)-tetrahydrofuran-2-yl)methoxy)phenyl)amino)pyrido[3,2-d]pyrimidin-6-yl)oxy)pyrrolidin-1-yl)prop-2-en-1-one